[Pt].C(O)CN ETHANOLAMINE PLATINUM